FC1(C[C@H](CCC1)[C@@H](C(=O)NC1=CC=C(C=C1)C=1C(=NNC1C)C)NC(=O)C=1N(N=CC1)C)F N-[(1S)-1-[(1S)-3,3-difluorocyclohexyl]-2-[4-(3,5-dimethyl-1H-pyrazol-4-yl)anilino]-2-oxo-ethyl]-2-methyl-pyrazole-3-carboxamide